ClC=1SC2=C(N1)C=CC(=C2C(=O)N[C@H]2[C@H]([C@@H]1CC[C@H]2C1)C(=O)O)OC (1R,2S,3R,4S)-3-(2-Chloro-6-methoxybenzo[d]thiazole-7-carboxamido)bicyclo[2.2.1]heptane-2-carboxylic Acid